1-methyl-N-[6-[3-[(3-methyl-1-tetrahydropyran-2-yl-indazol-5-yl)amino]indazol-1-yl]-2-pyridinyl]pyrazole-4-carboxamide CN1N=CC(=C1)C(=O)NC1=NC(=CC=C1)N1N=C(C2=CC=CC=C12)NC=1C=C2C(=NN(C2=CC1)C1OCCCC1)C